C1(=CC=CC=C1)P1(OCCO1)=O 2-Phenyl-1,3,2-dioxaphospholane 2-oxide